azabicyclo[3.1.0]hexane-2-one N12C(CCC2C1)=O